C(CCCCC)NC(CCCCC)=O N-hexyl-hexanamide